C(=O)[O-].C(=O)[O-].[Zn+2].C1=CC=CC1.C1=CC=CC1 dicyclopentadiene zinc diformate